[4,4'-dimethyl-2,2'-bipyridine] manganese [Mn].CC1=CC(=NC=C1)C1=NC=CC(=C1)C